ethyl 4-((1-acryloyl-6-methylpiperidin-3-yl)(methyl)amino)-1H-pyrrolo[2,3-b]pyridine-5-carboxylate C(C=C)(=O)N1CC(CCC1C)N(C1=C2C(=NC=C1C(=O)OCC)NC=C2)C